(2-(2,2,2-trifluoroethoxy)pyrimidin-4-yl)methanamine hydrochloride Cl.FC(COC1=NC=CC(=N1)CN)(F)F